1,2-dichloro-4-fluoro-5-methoxybenzene ClC1=C(C=C(C(=C1)OC)F)Cl